2-(3-Cyclopropyl-5-((4-(((1,1,1,3,3,3-hexafluoropropan-2-yl)oxy)carbonyl)piperazin-1-yl)methyl)phenoxy)-2-methylpropanoic acid C1(CC1)C=1C=C(OC(C(=O)O)(C)C)C=C(C1)CN1CCN(CC1)C(=O)OC(C(F)(F)F)C(F)(F)F